COC=1C=C(CN(C(=O)NC2=CC=C(C=C2)OC)C2(CCNCC2)C)C=CC1OCC1=NC=CC(=C1C)OCC(F)(F)F 1-{3-methoxy-4-{[3-methyl-4-(2,2,2-trifluoroethoxy)pyridin-2-yl]methoxy}benzyl}-1-(4-methylpiperidin-4-yl)-3-(4-methoxyphenyl)urea